(S)-3-(((R)-1-(2-Cyano-4-methylpent-2-enoyl)pyrrolidin-2-yl)methoxy)-2-((2,2,2-trifluoroethyl)amino)propanamido-3-methylbutyl-boronic acid C(#N)C(C(=O)N1[C@H](CCC1)COCC(C(=O)N[C@H](CC(C)C)B(O)O)NCC(F)(F)F)=CC(C)C